behenamidoethyldi-ethylamine C(CCCCCCCCCCCCCCCCCCCCC)(=O)NCCN(CC)CC